C1(=CC=CC=C1)N=C(C1=CC=C(C=C1)O)C1=CC=C(C=C1)O N-phenyl-4,4'-dihydroxybenzophenone imine